C1CC12CCN(CC2)C[C@H]2NCC1=CC=CC=C1C2 (3S)-3-(6-azaspiro[2.5]oct-6-ylmethyl)-1,2,3,4-tetrahydroisoquinoline